C(C)(C)C1=CC(N(N=C1C)CC1=C(C(=CC=C1C)OC)C)=S 5-isopropyl-2-(3-methoxy-2,6-dimethylbenzyl)-6-methylpyridazine-3(2H)-thione